[3-(ethylamino)propyl]trimethoxysilane C(C)NCCC[Si](OC)(OC)OC